tetramethyl-bicyclo[8.1.0]undecane-2,6-diene CC1=C(CCC(=C(C2CC2CC1)C)C)C